C(C)(C)(C)OC(=O)NS(=O)(=O)N(C1CC2(CN(C2)C(=O)OC(C)(C)C)C1)CCC(F)(F)F tert-butyl 6-((N-(tert-butoxycarbonyl)sulfamoyl)(3,3,3-trifluoropropyl)amino)-2-azaspiro[3.3]heptane-2-carboxylate